C(C)OCCOCCOC1=CC=C(C=C1)CCC[C@@H](C(=O)O)N1CCN(CCN(CCN(CC1)CC(=O)O)CC(=O)O)CC(=O)O (2S)-5-{4-[2-(2-ethoxyethoxy)ethoxy]phenyl}-2-[4,7,10-tris(carboxymethyl)-1,4,7,10-tetraazacyclododecan-1-yl]pentanoic acid